ClC1=CC=C(C=C1)CN1C=NC(=C1)NC(=O)C=1C(=NC=C(C1)C=1C=CC=2N(N1)C=C(N2)NC(C)=O)C N-{1-[(4-chlorophenyl)methyl]-1H-imidazol-4-yl}-5-{2-acetamidoimidazo[1,2-b]pyridazin-6-yl}-2-methylpyridine-3-carboxamide